gadolinium telluroborate B([Te-])([O-])[O-].[Gd+3]